2-[[1-(4-fluorophenyl)-3-isopropyl-2,4-dioxo-pyrimidin-5-yl]methyl]isoindoline-1,3-dione FC1=CC=C(C=C1)N1C(N(C(C(=C1)CN1C(C2=CC=CC=C2C1=O)=O)=O)C(C)C)=O